methyl 4-[3-(4-chloro-1-methylindazole-5-carbonyl)-2,4-dihydro-1,3-benzoxazin-8-yl]-2-morpholin-4-ylbenzoate ClC1=C2C=NN(C2=CC=C1C(=O)N1COC2=C(C1)C=CC=C2C2=CC(=C(C(=O)OC)C=C2)N2CCOCC2)C